(S)-5-((1-(difluoromethyl)-1H-pyrazol-4-yl)ethynyl)-N-(2-hydroxy-3-phenylpropyl)-N-methylnicotinamide FC(N1N=CC(=C1)C#CC=1C=NC=C(C(=O)N(C)C[C@H](CC2=CC=CC=C2)O)C1)F